O=C1NC(CCC1N1C(C2=CC=CC(=C2C1=O)NCCCCCCCC(=O)NC1=CC=C(C=C1)CCOC1=NC(=CC(=N1)N/N=C/C1=CC(=CC=C1)C)N1CCOCC1)=O)=O (E)-8-((2-(2,6-dioxopiperidin-3-yl)-1,3-dioxoisoindolin-4-yl)amino)-N-(4-(2-((4-(2-(3-methylbenzylidene)hydrazino)-6-morpholinopyrimidin-2-yl)oxy)ethyl)phenyl)octanamide